[K].C(=C)[SiH]1[SiH]([SiH]([SiH]([SiH]([SiH]1C=C)C=C)C=C)C=C)C=C hexavinylcyclohexasilane potassium